1-Ethyl 5-[(1S,5R)-8-oxa-3-azabicyclo[3.2.1]octan-3-yl]pyrazolo[1,5-a]pyrimidine-3-carboxylate [C@@H]12CN(C[C@@H](CC1)O2)C2=NC=1N(C=C2)N=CC1C(=O)OCC